(octahydro-3aH-indol-3a-yl)methanol N1CCC2(CCCCC12)CO